(S)-3-((tetrahydrofuran-3-yl)oxy)benzaldehyde O1C[C@H](CC1)OC=1C=C(C=O)C=CC1